C(C)(=O)C1=NN(C2=CC=C(C=C12)C=1C=NC(=NC1)C)CC(=O)N1[C@@H](C[C@H](C1)F)C(=O)NCC1=C(C(=CC=C1)Cl)F (2S,4R)-1-(2-(3-acetyl-5-(2-methylpyrimidin-5-yl)-1H-indazol-1-yl)acetyl)-N-(3-chloro-2-fluorobenzyl)-4-fluoropyrrolidine-2-carboxamide